N-(amino(4-(2-hydroxypropan-2-yl)thiazol-2-yl)(oxo)-λ6-sulfaneylidene)-2-(3,4-difluoro-2,6-diisopropylphenyl)acetamide NS(=NC(CC1=C(C(=C(C=C1C(C)C)F)F)C(C)C)=O)(=O)C=1SC=C(N1)C(C)(C)O